CN1C(C2=C(C(=C1)C=1C=C3C=CC=NC3=CC1)C=CN2)=O 6-methyl-4-(quinolin-6-yl)-1H-pyrrolo[2,3-c]pyridin-7(6H)-one